ClC=1C=C(C=CC1OC(F)(F)F)N(C(C#C)=O)C(C1=CC=CC=C1)C=1N(C=CN1)C N-(3-chloro-4-(trifluoromethoxy)phenyl)-N-((1-methyl-1H-imidazol-2-yl)(phenyl)methyl)propiolamide